C(C)(C)N1N=NC2=C1C=CC(=C2)C2=NOC(=N2)C2=CC(=NC=C2)C 3-(1-isopropyl-1H-benzo[d][1,2,3]triazol-5-yl)-5-(2-methyl-pyridin-4-yl)-1,2,4-oxadiazole